N-((6aR,8S)-5-(4-(trifluoromethyl)phenyl)-5,6,6a,7,8,9-hexahydropyrido[3,2-e]pyrrolo[1,2-a]pyrazin-8-yl)acetamide FC(C1=CC=C(C=C1)N1C[C@@H]2N(C3=C1C=CC=N3)C[C@H](C2)NC(C)=O)(F)F